CC(C)(SC(C(=O)C1=CC=CC=C1)C)SC(C(=O)C1=CC=CC=C1)C 3'-(propane-2,2-diylbis(sulfanediyl))bis(1-phenylpropan-1-one)